C(C1=CC=CC=C1)NC(C[C@@H](C1=CC=CC=C1)NC(C(CC)(C)C)=O)=O (S)-N-(3-(benzylamino)-3-oxo-1-phenylpropyl)-2,2-dimethylbutyramide